C(CCCCCCC)CC1=CC=C(C=C1)S(=O)(=O)O Octyl-p-toluenesulfonic acid